N1(N=CN=C1)C[C@@H](C)NC1=CC2=C(N(C(=N2)N)C)C=C1 |r| rac-N5-(1-(1H-1,2,4-triazol-1-yl)propan-2-yl)-1-methyl-1H-benzo[d]imidazole-2,5-diamine